5-chloro-N2-[3-(4-methylpiperazin-1-yl)benzyl]-N4-(trifluorobenzyl)pyrimidine-2,4-diamine ClC=1C(=NC(=NC1)NCC1=CC(=CC=C1)N1CCN(CC1)C)NC(C1=C(C=CC=C1)F)(F)F